ClC=1N=C(NC1[C@H]1[C@H](CN(CC1)S(=O)(=O)C1CN(C1)S(=O)(=O)C)C)C1=NC=C(C=C1)F 2-[4-Chloro-5-[(3R,4R)-3-methyl-1-(1-methylsulfonylazetidin-3-yl)sulfonyl-4-piperidyl]-1H-imidazol-2-yl]-5-fluoro-pyridine